O=CCC=CCS(=O)(=O)[O-] 2-oxoethylallylsulfonate